6-Methoxy-2-[(4-methoxy-3,5-dimethyl-2-pyridinyl)methylsulfinyl]-1H-benzimidazole COC=1C=CC2=C(NC(=N2)S(=O)CC2=NC=C(C(=C2C)OC)C)C1